(3-amino-6-cyclopropyl-1H-pyrazolo[3,4-b]pyridin-1-yl)(5-methyloxazol-4-yl)methanone NC1=NN(C2=NC(=CC=C21)C2CC2)C(=O)C=2N=COC2C